trans-2-[5-[2-(tert-butylsulfamoyl)-4-(isopropoxycarbonylamino)phenyl]thiazol-2-yl]-5-(isopropoxycarbonylamino)piperidine-1-carboxylic acid tert-butyl ester C(C)(C)(C)OC(=O)N1[C@H](CC[C@@H](C1)NC(=O)OC(C)C)C=1SC(=CN1)C1=C(C=C(C=C1)NC(=O)OC(C)C)S(NC(C)(C)C)(=O)=O